C(C)(C)(C)OC(N(CC1=CC=C(C=C1)C1=NNC(C2=CC=CC=C12)=O)C)=O methyl-(4-(4-oxo-3,4-dihydro-phthalazin-1-yl)benzyl)carbamic acid tert-butyl ester